6-bromo-8-chloroquinazolin-2(1H)-one BrC=1C=C2C=NC(NC2=C(C1)Cl)=O